3-(5-(2-aminoethoxy)-1-oxoisoindolin-2-yl)piperidine-2,6-dione NCCOC=1C=C2CN(C(C2=CC1)=O)C1C(NC(CC1)=O)=O